6-((2-(6,8-dioxa-2-azaspiro[3.5]nonan-7-yl)ethyl)(3-fluoro-4-methoxybenzyl)amino)pyridazine-3-carbonitrile C1NCC12COC(OC2)CCN(C2=CC=C(N=N2)C#N)CC2=CC(=C(C=C2)OC)F